6,7-dimethoxy-2-methyl-N-[1-(4-methyl-1,3-thiazol-2-yl)ethyl]quinazolin-4-amine COC=1C=C2C(=NC(=NC2=CC1OC)C)NC(C)C=1SC=C(N1)C